ethyl(2-hydroxyethyl)dimethylammonium C(C)[N+](C)(C)CCO